(9H-fluoren-9-yl)methyl 2-(sec-butyl(2,2-dimethoxyethyl)amino)-2-oxoethylcarbamate C(C)(CC)N(C(CNC(OCC1C2=CC=CC=C2C=2C=CC=CC12)=O)=O)CC(OC)OC